(5S,6S)-5-(4-(4-(dimethoxymethyl)piperidin-1-yl)-2-fluorophenyl)-6-phenyl-5,6,7,8-tetrahydronaphthalene-2-ol COC(C1CCN(CC1)C1=CC(=C(C=C1)[C@@H]1C=2C=CC(=CC2CC[C@@H]1C1=CC=CC=C1)O)F)OC